benzyl 5-(4-chlorophenyl)-7-methyl-3-oxo-2,3-dihydro-5H-thiazolo[3,2-a]pyrimidine-6-carboxylate ClC1=CC=C(C=C1)C1C(=C(N=C2N1C(CS2)=O)C)C(=O)OCC2=CC=CC=C2